(1R,2s)-1-methyl-2-(trifluoromethyl)cyclohexane C[C@H]1[C@H](CCCC1)C(F)(F)F